NC=1C(=NC(=CN1)C1=CC(=C2CCN(CC2=C1)C)C)N1N=C(C(=C1)C(=O)N(C)C)C#CC 1-(3-amino-6-(2,5-dimethyl-1,2,3,4-tetrahydroisoquinolin-7-yl)pyrazin-2-yl)-N,N-dimethyl-3-(prop-1-ynyl)-1H-pyrazole-4-carboxamide